(2R,4R)-1-(3-chloro-2-fluorobenzyl)-2-methyl-4-((3-methyl-6-((5-methyl-1H-pyrazol-3-yl)amino)pyridin-2-yl)methyl)piperidine-4-carboxylic acid ClC=1C(=C(CN2[C@@H](C[C@@](CC2)(C(=O)O)CC2=NC(=CC=C2C)NC2=NNC(=C2)C)C)C=CC1)F